BrC=1C=C2C(=NC1)C(=NN2CC=2C=NC=C(C2)F)F 6-bromo-3-fluoro-1-((5-fluoropyridin-3-yl)methyl)-1H-pyrazolo[4,3-b]pyridine